C(C)(=O)N(C=1SC2=C(C1C(=O)OC)CCC1(OCCO1)C2)CCC2=CC=CC=C2 Methyl 2-[acetyl(2-phenylethyl)amino]-4,7-dihydro-5H-spiro[1-benzothiophene-6,2'-[1,3]dioxolane]-3-carboxylate